C(C)(=O)N1CCC2(CC1)C(N(C1=CC(=CC=C12)C1=CC2=C(C(=N1)Cl)N(C=N2)C(C)C)C2CC(C2)N2CCCCC2)=O acetyl-6-(4-chloro-3-isopropyl-3H-imidazo[4,5-c]pyridin-6-yl)-1-((1s,3s)-3-(piperidin-1-yl)cyclobutyl)spiro[indoline-3,4'-piperidin]-2-one